5-fluoro-2-(3-hydroxyanilino)pyrimidin FC=1C=NC(=NC1)NC1=CC(=CC=C1)O